1-benzyl-5-tert-butyl-2-(2-(((benzyloxy)carbonyl)amino)acetamido)pentanediol C(C1=CC=CC=C1)C(C(CCCC(C)(C)C)NC(CNC(=O)OCC1=CC=CC=C1)=O)(O)O